OCC=1C=CC(=C(C1)S(=O)(=O)N(C)C)C 5-(hydroxymethyl)-N,N,2-trimethylbenzenesulfonamide